ClC1=CC=NC=C1C(=O)NC1(CCC1)C1=CC=C(C=C1)[N+](=O)[O-] 4-chloro-N-(1-(4-nitrophenyl)cyclobutyl)nicotinamide